[C@H]1([C@@H](O)[C@@H](O)[C@H](O)[C@H](O1)CO)OC1=C(C=C(C=C1)C1=CC(=CC(=C1)C(=O)NC)C(=O)O)C 4'-(α-D-mannopyranosyloxy)-3'-methyl-5-[(methylamino)carbonyl]-[1,1'-biphenyl]-3-carboxylic acid